C1(=CC=CC=C1)C1=CN=C(C=2N1C=CN2)NC2=CC=C(C=C2)N2CCN(CC2)C(=O)OC(C)(C)C tert-butyl 4-[4-[(5-phenylimidazo[1,2-a]pyrazin-8-yl)amino]phenyl]piperazine-1-carboxylate